C(C)(C)(C)C1=CC=C(C=C1)C(CC(=O)C1=C(C=CC=C1)O)=O 1-(4-(tert-butyl)phenyl)-3-(2-hydroxyphenyl)propane-1,3-dione